CON(C(=O)[C@@H]1CCC(N1C(=O)OC(C)(C)C)(C)C)C tert-butyl (S)-5-(methoxy(methyl)carbamoyl)-2,2-dimethylpyrrolidine-1-carboxylate